8-cyclopentyl-5-(3-methoxyphenyl)-2-(4-(phenethylamino)piperidin-1-yl)pyrido[2,3-d]pyrimidin-7-one C1(CCCC1)N1C(C=C(C2=C1N=C(N=C2)N2CCC(CC2)NCCC2=CC=CC=C2)C2=CC(=CC=C2)OC)=O